6-((2,6-dimethylpyrimidin-4-yl)amino)-1-(2-methoxypyridin-4-yl)-1,2-dihydro-3H-pyrazolo[4,3-c]pyridin-3-one CC1=NC(=CC(=N1)NC1=CC2=C(C=N1)C(NN2C2=CC(=NC=C2)OC)=O)C